Galactitol hexapalmitate C(CCCCCCCCCCCCCCC)(=O)O[C@@H](COC(CCCCCCCCCCCCCCC)=O)[C@@H](OC(CCCCCCCCCCCCCCC)=O)[C@@H](OC(CCCCCCCCCCCCCCC)=O)[C@H](OC(CCCCCCCCCCCCCCC)=O)COC(CCCCCCCCCCCCCCC)=O